ClC1=C(C=NC2=C1N(C=1C=C(C=CC21)C(C)(C)O)C(C2CCOCC2)C2=CC=CC=C2)C2=C(N=NN2C)C 2-(4-chloro-3-(1,4-dimethyl-1H-1,2,3-triazol-5-yl)-5-(phenyl-(tetrahydro-2H-pyran-4-yl)methyl)-5H-pyrido[3,2-b]indol-7-yl)propan-2-ol